O=C1NC(CCC1N1C(N(C2=C1C=CC(=C2)N2CCN(CC2)C2CCC(CC2)N(C(OC(C)(C)C)=O)C)C)=O)=O tert-butyl N-(4-{4-[1-(2,6-dioxopiperidin-3-yl)-3-methyl-2-oxo-1,3-benzodiazol-5-yl] piperazin-1-yl} cyclohexyl)-N-methylcarbamate